BrC1=NC=NC(=C1)C 4-bromo-6-methylpyrimidine